BrC=1N=C(C=2N(C1)C=C(N2)C(=O)N2C[C@H]([C@@]1(CC2)NCC2=CC=CC=C2C1)O)OC1C(N(CC1)C)=O 3-((6-bromo-2-((3R,3'R)-3'-hydroxy-2,4-dihydro-1H-spiro[isoquinoline-3,4'-piperidin]-1'-ylcarbonyl)imidazo[1,2-a]pyrazin-8-yl)oxy)-1-methylpyrrolidin-2-one